(4-Bromo-2-methoxy-phenyl)-(S)-2,5-diaza-bicyclo[2.2.1]hept-2-yl-methanone hydrochloride Cl.BrC1=CC(=C(C=C1)C(=O)N1[C@@H]2CNC(C1)C2)OC